CN1C(C(=C(C2=CC(=CC=C12)C)N1CCC(CC1)SC1=CC=CC=C1)C#N)=O 1,6-dimethyl-2-oxo-4-[4-(phenylsulfanyl)piperidin-1-yl]-1,2-dihydroquinoline-3-carbonitrile